2-(trifluoromethyl)-6-chromanone FC(C1OC=2C=CC(CC2CC1)=O)(F)F